(S)-3-(2-(5-(3-Methylpyridin-4-yl)hexahydropyrrolo[3,4-c]pyrrol-2(1H)-yl)ethyl)-2-oxaspiro[4.5]decan-1-on CC=1C=NC=CC1N1CC2C(C1)CN(C2)CC[C@H]2OC(C1(C2)CCCCC1)=O